NC(C(C1=CN=CC2=CC=NC=C12)NC(=O)[C@@H]1[C@H]2C([C@H]2CN1C([C@H](C(C)(C)C)NC(C(F)(F)F)=O)=O)(C)C)=O (1R,2S,5S)-N-[2-amino-1-(2,6-naphthyridin-4-yl)-2-oxo-ethyl]-3-[(2S)-3,3-dimethyl-2-[(2,2,2-trifluoroacetyl)amino]butanoyl]-6,6-dimethyl-3-azabicyclo[3.1.0]hexane-2-carboxamide